6-methoxy-4-(trifluoromethyl)nicotinamide COC1=NC=C(C(=O)N)C(=C1)C(F)(F)F